C1(=CC=CC=C1)C(C1=CC=CC=C1)=NC1=CSC2=C1NC=C2C#N 3-[(diphenylmethylene)amino]-4H-thieno[3,2-b]pyrrole-6-carbonitrile